C(C)(C)NC=NC(C)C.C(C)(C)NC=NC(C)C.C(C)(C)NC=NC(C)C.[Yb+3] ytterbium (III) tris(N,N'-di-isopropyl-formamidine)